CC1(CCNCC1)C(=O)N1CCC2(CC1)C(N(C1=CC=CC=C12)C1CC(C1)N1CCCCC1)=O 1'-(4-methylpiperidine-4-carbonyl)-1-[(1s,3s)-3-(piperidin-1-yl)cyclobutyl]spiro[indole-3,4'-piperidin]-2-one